C(C)(C)(C)OC(=O)N1CCN(CC1)C1=CC=C(C=C1)NC1=NC=NC(=C1)Cl 4-(4-((6-Chloropyrimidin-4-yl)amino)phenyl)piperazine-1-carboxylic acid tert-butyl ester